SC(CCC(=O)OCCOCCOC(CCC(C)S)=O)C Diethylene glycol bis(4-mercaptovalerate)